sulfydryl pivalate C(C(C)(C)C)(=O)OS